The molecule is a 14-membered macrolide isolated from the Serratia liquefaciens and exhibits anti-hyperlipidemic activity. It has a role as a metabolite and an antilipemic drug. It is a macrolide, a hydroxy monocarboxylic acid, a cyclic ether, an acetate ester, a secondary alcohol, an organochlorine compound, an organic heterobicyclic compound and a bridged compound. C/C/1=C/C/C=C(/CC[C@@H]2C[C@H]([C@H](O2)[C@@H](/C=C(\\C)/CC(=O)O)O)OC(=O)C[C@H]1OC(=O)C)\\Cl